C(=O)(O)CN(CCOCC1=CC=CC=C1)CCN(CCN(CC(=O)O)CC(=O)O)CC(=O)O 5,8,11-tris(carboxymethyl)-1-phenyl-2-oxa-5,8,11-triazatridecan-13-oic acid